6-chloro-isopropyl-pyrido[3,2-d]pyrimidine-4,8-diamine ClC=1C=C(C=2N=C(N=C(C2N1)N)C(C)C)N